(3,3-difluorocyclobutyl)-1-(1-(2-fluoroacryloyl)azetidin-3-yl)-3-(6-(trifluoromethyl)pyridin-3-yl)-1H-indazole-7-carboxamide FC1(CC(C1)C1=C2C(=NN(C2=C(C=C1)C(=O)N)C1CN(C1)C(C(=C)F)=O)C=1C=NC(=CC1)C(F)(F)F)F